C(CCCC=CCCCCCCCCCCCC)(=O)[O-].[Zn+2].C(CCCC=CCCCCCCCCCCCC)(=O)[O-] zinc 5-octadecenate